2-[(3S)-1-tert-butoxycarbonyl-3-piperidyl]-1-(cyclopropylmethyl)-7-(2-ethyl-6-methyl-3-pyridyl)-3-fluoro-indole-5-carboxylic acid C(C)(C)(C)OC(=O)N1C[C@H](CCC1)C=1N(C2=C(C=C(C=C2C1F)C(=O)O)C=1C(=NC(=CC1)C)CC)CC1CC1